propane-1,3-diol-d C(CCO[2H])O